CN1CC(C1)(C)[C@@](C=1C=C(C=NC1)C1=NOC(=N1)C(C)(C)O)(C1=CC(=C(C=C1)C(C)C)C)O 2-(3-{5-[(R)-(1,3-dimethyl-azetidin-3-yl)-hydroxy-(4-isopropyl-3-methyl-phenyl)-methyl]-pyridin-3-yl}-[1,2,4]Oxadiazol-5-yl)-propan-2-ol